O1[C@@H](CC1)CN1C=NC(=C1C=O)C(F)(F)F 1-(((S)-oxetan-2-yl)methyl)-4-(trifluoromethyl)-1H-imidazole-5-carbaldehyde